O1CCC2=C1C=C(C=C2)C(C)N2CCN(CC2)C2=CC=C(C=N2)C(C(C)C)O 1-(6-(4-(1-(2,3-dihydrobenzofuran-6-yl)ethyl)piperazin-1-yl)pyridin-3-yl)-2-methylpropan-1-ol